BrC1=NC=CN=C1Br 2,3-dibromopyrazine